1-(1-(furan-3-carbonyl)piperidin-4-yl)-3-(4-(trifluoromethyl)phenyl)urea O1C=C(C=C1)C(=O)N1CCC(CC1)NC(=O)NC1=CC=C(C=C1)C(F)(F)F